9-(2-hydroxy-3-(pyridin-2-yl)phenyl)-1-azacarbazole OC1=C(C=CC=C1C1=NC=CC=C1)N1C2=CC=CC=C2C=2C=CC=NC12